COC1=C(C=C(C=C1)[C@@H](C)NC(C1=C(C=CC(=C1)N1[C@H]2CN([C@@H](C1)C2)C)C)=O)C=2C=C(SC2)C(=O)N(C)C 4-[2-Methoxy-5-[(1R)-1-[[2-methyl-5-[(1R,4R)-5-methyl-2,5-diazabicyclo[2.2.1]heptan-2-yl]benzoyl]amino]ethyl]phenyl]-N,N-dimethyl-thiophene-2-carboxamide